Ethyl (S)-3-(2',5'-Difluorobiphenyl-3-yl)-3-(3-(4-hydroxy-1,5-dimethyl-2-oxo-1,2-dihydropyridin-3-yl)ureido)propanoat FC1=C(C=C(C=C1)F)C1=CC(=CC=C1)[C@H](CC(=O)OCC)NC(=O)NC=1C(N(C=C(C1O)C)C)=O